3-(5-fluoro-6-hydroxy-4-oxo-quinazolin-3-yl)-1-oxa-8-azaspiro[4.5]decane-8-carboxylate FC1=C2C(N(C=NC2=CC=C1O)C1COC2(C1)CCN(CC2)C(=O)[O-])=O